4-(5-(5-(chloromethyl)-3-(m-tolyl)-1H-1,2,4-triazol-1-yl)-3-(2-methoxyethyl)-3H-imidazo[4,5-b]pyridin-7-yl)morpholine ClCC1=NC(=NN1C1=CC(=C2C(=N1)N(C=N2)CCOC)N2CCOCC2)C=2C=C(C=CC2)C